1-methyldiethoxysilyl-6-bis(methyldimethoxysilylpropylamino)methylsilylhexane C[Si](CCCCCC[SiH2]C(NCCC[Si](C)(OC)OC)NCCC[Si](OC)(OC)C)(OCC)OCC